Pyridin-2-ylmethyl-[(3-{2-chloro-4-fluoro-5-[3-methyl-2,6-dioxo-4-(trifluoromethyl)-3,6-dihydropyrimidin-1(2H)-yl]phenoxy}pyridin-2-yl)oxy]acetat N1=C(C=CC=C1)COC(COC1=NC=CC=C1OC1=C(C=C(C(=C1)N1C(N(C(=CC1=O)C(F)(F)F)C)=O)F)Cl)=O